(1s,4r)-4-(((6-(2-chloro-3-(2-(4-((((1r,4s)-4-hydroxycyclohexyl)amino)methyl)-3-methoxyphenyl)-3-methylpyridin-4-yl)phenyl)-2-methoxypyridin-3-yl)methyl)amino)cyclohexan-1-ol ClC1=C(C=CC=C1C1=C(C(=NC=C1)C1=CC(=C(C=C1)CNC1CCC(CC1)O)OC)C)C1=CC=C(C(=N1)OC)CNC1CCC(CC1)O